C(C)(C)(C)NS(=O)(=O)C1(CC1)CNC(=O)[C@H]1N(C[C@@H](C1)O)C([C@H](C(C)(C)C)N1N=NC(=C1)C1CC1)=O (2S,4R)-N-[[1-(tert-butylsulfamoyl)cyclopropyl]methyl]-1-[(2S)-2-(4-cyclopropyltriazol-1-yl)-3,3-dimethyl-butanoyl]-4-hydroxy-pyrrolidine-2-carboxamide